ClCC(=O)N1CC(C1)N1CCC(CC1)C1=CC=C(C=C1)NC=1C(=NC=C(N1)N1CCCCC1)C(=O)N 3-((4-(1-(1-(2-chloroacetyl)azetidin-3-yl)piperidin-4-yl)phenyl)amino)-5-(piperidin-1-yl)pyrazine-2-carboxamide